FC=1C=NC2=NCN(C(C21)=O)C 5-fluoro-3-methyl-pyrrolo[2,3-d]pyrimidin-4-one